1-[3-(difluoromethyl)phenyl]-5-oxo-N-[indan-1-yl]pyrrolidine-3-carboxamide FC(C=1C=C(C=CC1)N1CC(CC1=O)C(=O)NC1CCC2=CC=CC=C12)F